3-(Methoxycarbonyl)-4-(3-thienyl)but-3-enecarboxylic Acid COC(=O)C(CCC(=O)O)=CC1=CSC=C1